FC(C1(C(C1)N1C(C(=CC=C1)NC(=O)C=1C(=NC=2N(C1)C=C(N2)[C@]21CO[C@@](C2)(C1)C)OC(C)C)=O)C)F Trans-N-(1-(2-(difluoromethyl)-2-methylcyclopropyl)-2-oxo-1,2-dihydropyridin-3-yl)-7-isopropoxy-2-(1-methyl-2-oxabicyclo[2.1.1]hexan-4-yl)imidazo[1,2-a]pyrimidine-6-carboxamide